glycerol 2,3-diphosphonate P(O)(=O)OC(CO)COP(O)=O